ClC=1C=C2C=C(NC2=CC1C=O)CNC(=O)C1(CC1)C N-((5-chloro-6-formyl-1H-indol-2-yl)methyl)-1-methylcyclopropanecarboxamide